OC(CC(C(=O)O)CCCCCC\C=C\C\C=C\CCCCC)CO 2,3-dihydroxypropyl-(9E,12E)-octadeca-9,12-dienoic acid